glyceryl tricaproate CCCCCC(=O)OCC(COC(=O)CCCCC)OC(=O)CCCCC